CCCC/C=C/C=C/C=C\\CCCCC(=O)CCC(=O)O The molecule is a trienoic fatty acid comprising alpha-eleostearic acid having a 4-oxo substituent. It is a 4-oxo monocarboxylic acid, an oxo fatty acid, a long-chain fatty acid, a straight-chain fatty acid and a trienoic fatty acid. It derives from a (9Z,11E,13E)-octadeca-9,11,13-trienoic acid.